C1(CCCC1)OC(=O)NCC1=C(C=NN1C)C1=CC=C(C(=N1)C)O[C@@H]1C[C@H](CCC1)C(=O)O (1S,3S)-3-((6-(5-((((cyclopentyloxy)carbonyl)amino)methyl)-1-methyl-1H-pyrazol-4-yl)-2-methylpyridin-3-yl)oxy)cyclohexane-1-carboxylic acid